3-(6-(3-(1,3-dioxolane-2-yl)pyrrolidin-1-yl)-1-methyl-1H-indazole-3-yl)piperidine O1C(OCC1)C1CN(CC1)C1=CC=C2C(=NN(C2=C1)C)C1CNCCC1